C(C)(C)(C)OC(=O)N1CCN(CC1)C1=NC=NC(=C1Cl)C.ClC=1C=C2C(C(NC2=CC1)=O)=NN=C1SCC(N1C1=CC(=CC=C1)C(C)C)=O 5-chloro-3-(2-(3-(3-isopropylphenyl)-4-oxothiazolidin-2-ylidene)hydrazono)indol-2-one tert-butyl-4-(5-chloro-6-methylpyrimidin-4-yl)piperazine-1-carboxylate